NN(CCN(N)N)N tetraaminoethylenediamine